(ethyl)tri(2-ethylhexyl)phosphonium C(C)[P+](CC(CCCC)CC)(CC(CCCC)CC)CC(CCCC)CC